CC=1C=C(C=CC1C)S(=O)(=O)NC=1C=C(C=CC1)NC(=O)C1=CC2=C(OCCO2)C(=C1)OC N-(3-((3,4-dimethylphenyl)sulfonamido)phenyl)-8-methoxy-2,3-dihydrobenzo[b][1,4]dioxine-6-carboxamide